6-(4-Acetamido-3-cyano-phenyl)-N-methyl-N-[(2-methyl-3-pyridinyl)methyl]pyridine-3-carboxamide Deoxyguanosine-3'-phosphorothioate P(O)(O)(=S)O[C@H]1C[C@@H](O[C@@H]1CO)N1C=NC=2C(=O)NC(N)=NC12.C(C)(=O)NC1=C(C=C(C=C1)C1=CC=C(C=N1)C(=O)N(CC=1C(=NC=CC1)C)C)C#N